3,6-Dichloro-4-difluoromethylpyridazine ClC=1N=NC(=CC1C(F)F)Cl